ClC1=NC2=CC(=CC=C2C=C1)C(=O)OCC1=CC=CC=C1 Benzyl 2-chloroquinoline-7-carboxylate